CC(C)(CC=C(C)C)C 2,2,5-trimethyl-4-hexene